4-(3-Chloroanilino)-2'-[(2R)-2-methyl-3-{[(5R)-5-methyl-5,6,7,8-tetrahydroquinolin-4-yl]oxy}propyl]-6'-(3-sulfobutoxy)-2',3'-dihydrospiro[cyclohexane-1,1'-indene]-4-carboxylic acid ClC=1C=C(NC2(CCC3(C(CC4=CC=C(C=C34)OCCC(C)S(=O)(=O)O)C[C@H](COC3=CC=NC=4CCC[C@H](C34)C)C)CC2)C(=O)O)C=CC1